C(CCCCCCCCCCC)SC(SC(C(=O)O)(C)C)=S 2-[[(dodecylthio)thioxomethyl]thio]-2-methylpropionic acid